(S)-2-(2,6-dichlorobenzoylamino)-3-(4-(1-methyl-2-oxo-1,2-dihydroquinolin-3-yl)naphthalen-1-yl)propionic acid ClC1=C(C(=O)N[C@H](C(=O)O)CC2=CC=C(C3=CC=CC=C23)C=2C(N(C3=CC=CC=C3C2)C)=O)C(=CC=C1)Cl